N1=CN=C2N=CNC2=C1N1C(CCCC1)C=O 1-(7H-PURIN-6-YL)PIPERIDINE-2-CARBALDEHYDE